NC1=C(C(=NC=2N1N=C(C2C)C)NCCC2=NC(=CC=C2F)C)C#N 7-amino-5-((2-(3-fluoro-6-methylpyridin-2-yl)ethyl)amino)-2,3-dimethylpyrazolo[1,5-a]pyrimidine-6-carbonitrile